tert-Butyl 5-(6-cyano-1-trityl-1H-pyrazolo[4,3-b]pyridin-5-yl)-6-fluoro-3,4-dihydroisoquinoline-2(1H)-carboxylate C(#N)C=1C=C2C(=NC1C1=C3CCN(CC3=CC=C1F)C(=O)OC(C)(C)C)C=NN2C(C2=CC=CC=C2)(C2=CC=CC=C2)C2=CC=CC=C2